N-(1-{4-[3-(propan-2-yl)-[1,2,4]triazolo[4,3-a]pyridin-6-yl]benzenesulfonyl}piperidin-4-yl)-5-(trifluoromethoxy)pyridin-2-amine CC(C)C1=NN=C2N1C=C(C=C2)C2=CC=C(C=C2)S(=O)(=O)N2CCC(CC2)NC2=NC=C(C=C2)OC(F)(F)F